tert-butyl 1-(4-([1,1'-biphenyl]-2-yl)-2-formylquinoline-6-carbonyl)piperidine-4-carboxylate C1(=C(C=CC=C1)C1=CC(=NC2=CC=C(C=C12)C(=O)N1CCC(CC1)C(=O)OC(C)(C)C)C=O)C1=CC=CC=C1